N-((4,5-dimethylthiazol-2-yl)methyl)-N,2,2-trimethylbutanamide CC=1N=C(SC1C)CN(C(C(CC)(C)C)=O)C